C(CCCCCCCCCCCCCCCCC)(=O)N[NH2]=O stearamidoamine oxide